N1(CCOCC1)C1=CC=C(C=C1)N1C(O[C@H](C1)CNC(C)=O)=O (S)-N-[[3-(4-morpholinylphenyl)-2-oxo-5-oxazolidinyl]methyl]acetamide